diethyl 3-phenyl-2-isopropyl-2-cyano-succinate C1(=CC=CC=C1)C(C(C(=O)OCC)(C#N)C(C)C)C(=O)OCC